C(#N)[C@H](CC1=C(C=C(C=C1)N1N=NC(=C1)C=1C=C2C=CNC2=CC1)F)NC(=O)[C@@H]1[C@H]2CC[C@@H](N1)C2 (1S,2S,4R)-N-[(1S)-1-cyano-2-[2-fluoro-4-[4-(1H-indol-5-yl)triazol-1-yl]phenyl]ethyl]-3-azabicyclo[2.2.1]heptane-2-carboxamide